5-(Cinnolin-3-yl)-3,4-difluoro-2-isopropylphenol N1=NC(=CC2=CC=CC=C12)C=1C(=C(C(=C(C1)O)C(C)C)F)F